COC=1C=C2CCNCC2=CC1NC1=NC=C(C(=N1)NC1CCN(CC1)C(C)=O)C(F)(F)F 1-[4-[[2-[(6-methoxy-1,2,3,4-tetrahydroisoquinolin-7-yl)amino]-5-(trifluoromethyl)pyrimidin-4-yl]amino]-1-piperidinyl]ethanone